3-(3-Chloro-4-fluorophenyl)-1-((5-(difluoromethyl)-1H-pyrazol-3-yl)methyl)-1-(6-methoxypyridazin-3-yl)urea ClC=1C=C(C=CC1F)NC(N(C=1N=NC(=CC1)OC)CC1=NNC(=C1)C(F)F)=O